CO\N=C(\C(=O)OC)/C1=C(C(=CC=C1)C)CO/N=C(\C)/C1=NC(=CC(=C1)C(F)(F)F)C=C Methyl (2E)-2-methoxyimino-2-[3-methyl-2-[[(E)-1-[4-(trifluoromethyl)-6-vinyl-2-pyridyl]-ethylideneamino]oxymethyl]phenyl]acetate